ClC1=C2C(=CC=NC2=CC(=C1)[N+](=O)[O-])C(F)(F)F 5-chloro-7-nitro-4-(trifluoromethyl)quinoline